lithium tetra-vinyl-cyclotetrasilazane C(=C)N1[SiH2]N([SiH2]N([SiH2]N([SiH2]1)C=C)C=C)C=C.[Li]